FC(C(=O)[O-])(F)F.S(N)(=O)(=O)N(CCC1C[NH2+]C1)C 3-(2-((N-sulfamoyl)(methyl)amino)ethyl)azetidinium trifluoroacetate